FC1=C(COC2=CC=C(C=C2)CCCCO)C=CC=C1 4-(4-((2-fluorobenzyl)oxy)phenyl)butan-1-ol